5,6,7,8-tetrahydro-quinolin-6-amine N1=CC=CC=2CC(CCC12)N